FC1=C(COC2=C(C(N(C(=C2)C)C=2C=C(C(=O)NCC(CO)O)C=CC2F)=O)Cl)C=CC(=C1)F 3-(4-(2,4-difluorobenzyloxy)-3-chloro-6-methyl-2-oxopyridin-1(2H)-yl)-4-fluoro-N-(2,3-dihydroxypropyl)benzamide